3-(2-pyridylmethyl)urea N1=C(C=CC=C1)CNC(N)=O